tert-butyl 4-(3-((4-chlorobenzyl)oxy)-1H-pyrazol-1-yl)piperidine-1-carboxylate ClC1=CC=C(COC2=NN(C=C2)C2CCN(CC2)C(=O)OC(C)(C)C)C=C1